1,3-diethyl 2-{[(6-methoxy-5-methylpyridin-3-yl)amino]methylidene}propanedioate COC1=C(C=C(C=N1)NC=C(C(=O)OCC)C(=O)OCC)C